C(C)(C)(C)OC(=C)O[Si](C)(C)C(C)(C)C ((1-(tert-butoxy)vinyl)oxy)(tert-butyl)dimethylsilane